4-phenyl-1,5-benzothiazine C1(=CC=CC=C1)C1=CCSC2=C1N=CC=C2